tert-butyl (S)-(6-oxo-1-pentadecylpiperidin-3-yl)carbamate O=C1CC[C@@H](CN1CCCCCCCCCCCCCCC)NC(OC(C)(C)C)=O